C1CCN2CCCC12C=CC(=O)OCC ethyl 3-(tetrahydro-1H-pyrrolizin-7a(5H)-yl)acrylate